ClC1=NC(=C2N=CN(C2=N1)[C@H]1[C@@H]([C@@H]([C@H](O1)COCP(O)(=O)OCOC(=O)OCC(C)(C)C)O)O)N[C@@H]1COCC1 ({[(2R,3S,4R,5R)-5-(2-chloro-6-{[(3S)-oxolan-3-yl]amino}-9H-purin-9-yl)-3,4-dihydroxyoxolan-2-yl]methoxy}methyl)({[(2,2-dimethylpropoxy)carbonyl]oxy}methoxy)phosphinic acid